(S)-2-((3-(dimethylcarbamoyl)-5-(4-fluoro-5-(isoxazol-3-ylcarbamoyl)-2-methylphenyl)pyridin-2-yl)amino)propyl acetate C(C)(=O)OC[C@H](C)NC1=NC=C(C=C1C(N(C)C)=O)C1=C(C=C(C(=C1)C(NC1=NOC=C1)=O)F)C